C(C)(=O)N1CC(N(CC1)C=1C=C2CCN(C(C2=CC1)=O)C[C@@H](CN1CC2=CC=CC=C2CC1)O)=O 6-(4-acetyl-2-oxo-piperazin-1-yl)-2-[(2R)-3-(3,4-dihydro-1H-isoquinolin-2-yl)-2-hydroxypropyl]-3,4-dihydroisoquinolin-1-one